benzoyl-N-t-butylbenzohydrazide C(C1=CC=CC=C1)(=O)C1=C(C(=O)N(N)C(C)(C)C)C=CC=C1